(R)-N-(1-(3-amino-5-(trifluoromethyl)phenyl)ethyl)-2-(azetidin-1-yl)-6-(1-methylpiperidin-4-yl)pyrido[3,4-d]pyrimidin-4-amine NC=1C=C(C=C(C1)C(F)(F)F)[C@@H](C)NC=1C2=C(N=C(N1)N1CCC1)C=NC(=C2)C2CCN(CC2)C